N1(CCCC1)C=1N=CC(=NC1)B(O)O 5-(PYRROLIDIN-1-YL)PYRAZINE-2-BORONIC ACID